ethyl 2,3,6,6-tetramethylcyclohex-2-enecarboxylate CC=1C(C(CCC1C)(C)C)C(=O)OCC